[Si](C)(C)(C(C)(C)C)O[C@H]1[C@@H]([C@@H](O[C@]1(CCl)CO[Si](C)(C)C(C)(C)C)N1C(NC(C=C1)=O)=O)C 1-[(2R,3S,4S,5R)-4-[(tert-butyldimethylsilyl)oxy]-5-{[(tertbutyldimethylsilyl)oxy]methyl}-5-(chloromethyl)-3-methyloxolan-2-yl]-3H-pyrimidine-2,4-dione